5-bromo-2-fluoro-1,3-xylene BrC=1C=C(C(=C(C1)C)F)C